4-chloro-3-(2-chloroethoxy)-8-(1-(tetrahydro-2H-pyran-2-yl)-1H-pyrazolo[3,4-b]pyridin-5-yl)-5,6,7,8-tetrahydronaphthalene ClC1=C(C=CC=2C(CCCC12)C=1C=C2C(=NC1)N(N=C2)C2OCCCC2)OCCCl